(4-((2-aminoethyl)sulfonyl)-3-fluoro-2-methylphenyl)(7-(6-aminopyridin-3-yl)-2,3-dihydrobenzo[f][1,4]oxazepin-4(5H)-yl)methanone NCCS(=O)(=O)C1=C(C(=C(C=C1)C(=O)N1CCOC2=C(C1)C=C(C=C2)C=2C=NC(=CC2)N)C)F